1-(3-bromo-2-fluoro-phenyl)ethanone BrC=1C(=C(C=CC1)C(C)=O)F